C(C(C)C)C1=CC(=C(C=N1)N1C(N=C2C(SC=3N=CC=C1C32)C(=O)OC)=O)C 5-(6-isobutyl-4-methylpyridin-3-yl)-2-(methoxycarbonyl)-4-oxo-4,5-dihydro-1-thia-3,5,8-triazaacenaphthylene